Cl.NC/C(/CN1N=CN(C1=O)C1=C(C=CC(=N1)C=1C=CC2=C(NC(CO2)=O)C1)C)=C\F 6-(6-{1-[(2E)-2-(aminomethyl)-3-fluoroprop-2-en-1-yl]-5-oxo-1,5-dihydro-4H-1,2,4-triazol-4-yl}-5-methylpyridin-2-yl)-2H-1,4-benzoxazin-3(4H)-one hydrochloride